O=C1CC(C1)C1=CC=C(C=C1)NC1C(NC(CC1)=O)=O 3-((4-(3-oxocyclobutyl)phenyl)amino)piperidine-2,6-dione